C[C@H]1N([C@H](CN(C1)C1=C2C=NN(C2=CC=C1)C1OCCCC1)C)C(=O)OC(C)(C)C tert-butyl (2R,6S)-2,6-dimethyl-4-(1-tetrahydropyran-2-ylindazol-4-yl)piperazine-1-carboxylate